[BH4-].[BH4-].[Na+].[Na+] sodium diborohydride